imino-N-(2,2,6,6-tetramethyl-4-piperidyl)propionamide N=C(C(=O)NC1CC(NC(C1)(C)C)(C)C)C